COC(=O)C=1N=C(C2=CC=CC=C2C1)N1CCC(C2=CC(=CC=C12)C=1C=NN(C1)C)O.C(C(=C)C)(=O)OCC[SiH2]C(OC)OC methacryloxyethyl-dimethoxymethylsilane methyl-1-[4-hydroxy-6-(1-methyl-1H-pyrazol-4-yl)-3,4-dihydro-2H-quinolin-1-yl]-isoquinoline-3-carboxylate